1-(3-(difluoromethyl)-2-fluorophenyl)ethan-1-one FC(C=1C(=C(C=CC1)C(C)=O)F)F